C1(CC1)CN1CC2(CN(C2)C2=NC=NC=C2OC2=C(C(=O)N(C(C)C)C(C)C)C=C(C=C2)F)CC1 2-((4-(6-(cyclopropylmethyl)-2,6-diazaspiro[3.4]octan-2-yl)pyrimidin-5-yl)oxy)-5-fluoro-N,N-diisopropylbenzamide